2-(4-chloro-phenyl)-6-(4'-cyano-biphenyl-4-yl)-4-phenyl-benzoxazole ClC1=CC=C(C=C1)C=1OC2=C(N1)C(=CC(=C2)C2=CC=C(C=C2)C2=CC=C(C=C2)C#N)C2=CC=CC=C2